ClCC1=NC2=C(N1C1CCCCC1)C=CC=C2 2-(chloromethyl)-1-cyclohexyl-1H-benzimidazole